ascorbic acid di-undecanoate C(CCCCCCCCCC)(=O)O.C(CCCCCCCCCC)(=O)O.O=C1C(O)=C(O)[C@H](O1)[C@@H](O)CO